benzyl 7,10-bis(2-((tert-butyldimethylsilyl)oxy)ethyl)-3,6,9-trioxo-1-phenyl-2-oxa-4,7,10-triazatridecan-13-oate [Si](C)(C)(C(C)(C)C)OCCN(C(CNC(OCC1=CC=CC=C1)=O)=O)CC(N(CCC(=O)OCC1=CC=CC=C1)CCO[Si](C)(C)C(C)(C)C)=O